1-(2-(1H-benzo[d]imidazol-2-yl)ethyl)oxazolo[4,5-g]isoquinolin-2(1H)-one N1C(=NC2=C1C=CC=C2)CCN2C(OC=1C2=CC=2C=CN=CC2C1)=O